C(C)(=O)N1CCN(CC1)C1CCN(CC1)C1=C(C=C(C(=C1)OC)NC1=NC=NC(=C1)N1OCC[C@@H]1C1=CC(=CC=C1)C#N)NC(C=C)=O N-(2-(4-(4-acetylpiperazine-1-yl)piperidine-1-yl)-5-((6-((R)-3-(3-cyanophenyl)isoxazolidine-2-yl)pyrimidine-4-yl)amino)-4-methoxyphenyl)acrylamide